ClC1=NC=C(C(=N1)N[C@H]1[C@H](CCCC1)C(=O)N)Cl (1S,2R)-2-((2,5-dichloropyrimidin-4-yl)amino)cyclohexane-1-carboxamide